(S)-5-chloro-N-{2-oxo-3-[4-(3-oxomorpholin-4-yl)phenyl]-1,3-oxazolidin-5-yl-methyl}thiophen-2-carbamid ClC1=CC=C(S1)C(=O)NC[C@H]1CN(C(O1)=O)C1=CC=C(C=C1)N1C(COCC1)=O